C(C)C1=C(C(OC12CC1(CCCCC1)CO2)=O)C 4-Ethyl-3-methyl-1,14-dioxadispiro[4.1.57.25]tetradec-3-en-2-one